C(C1=CC=CC=C1)N1N=C(N=C1)C(=O)NC1C(N(C=2N(CC1)N=C(C2)C=2C=NN(C2)CC)C)=O 1-Benzyl-N-[2-(1-ethylpyrazol-4-yl)-4-methyl-5-oxo-7,8-dihydro-6H-pyrazolo[1,5-a][1,3]diazepin-6-yl]-1,2,4-triazol-3-carboxamid